FC1=CC(=CC2=C1N(C(N2C=2SC(=NN2)C)=O)C)S(=O)(=O)Cl 7-fluoro-1-methyl-3-(5-methyl-1,3,4-thiadiazol-2-yl)-2-oxo-benzimidazole-5-sulfonyl chloride